ClC1=C(C=CC=C1)N1C=2N(C3=C(C1=O)C=NC(=N3)NC3=CC=C(C=C3)N3[C@@H](CCC3)CN3CCCC3)C=CN2 6-(2-chlorophenyl)-2-({4-[(2S)-2-(pyrrolidin-1-ylmethyl)pyrrolidin-1-yl]phenyl}amino)imidazo[1,2-a]pyrimido[5,4-e]pyrimidin-5(6H)-one